ClC=1N=C(C=2N(C1)C=C(N2)CC(=O)N)N2CCOCC2 2-(6-chloro-8-morpholinoimidazo[1,2-a]pyrazin-2-yl)acetamide